CN(C)CCC[Si](OC)(OC)OC γ-(N,N-dimethyl)aminopropyltrimethoxysilane